2,5-dichloro-1,4-phenylenediamine ClC1=C(C=C(C(=C1)N)Cl)N